Benzyl 3-[(1,3-dioxoisoindolin-2-yl)methyl]-4,4-difluoro-5-methyl-piperidine-1-carboxylate O=C1N(C(C2=CC=CC=C12)=O)CC1CN(CC(C1(F)F)C)C(=O)OCC1=CC=CC=C1